11-ethyl-16-fluoro-3,19-dimethyl-20-oxa-3,4,10,11,23,25-hexaazapentacyclo[19.3.1.02,6.08,12.013,18]pentacosa-1(24),2(6),4,8(12),9,13,15,17,21(25),22-decaen-22-amine C(C)N1N=CC=2CC=3C=NN(C3C3=CN=C(C(OC(C4=CC(=CC=C4C12)F)C)=N3)N)C